(tert-butyl)-4-(chloromethyl)benzamide C(C)(C)(C)C1=C(C(=O)N)C=CC(=C1)CCl